trifluoro-methylthio 4-chlorobenzoate ClC1=CC=C(C(=O)OSC(F)(F)F)C=C1